4-fluoro-3-(4-iodo-2-methyl-pyrazol-3-yl)naphthalene-2-carbonitrile FC1=C(C(=CC2=CC=CC=C12)C#N)C=1N(N=CC1I)C